4-(5-(5-methoxypyridin-3-yl)-1H-indol-2-yl)-2-methylthiazole COC=1C=C(C=NC1)C=1C=C2C=C(NC2=CC1)C=1N=C(SC1)C